CC1=C(C=C2C(=NNC2=C1)C=1C=NN(C1)C)C1C[C@@H]2[C@@H](CN(C2)C2CS(CCC2)(=O)=O)C1 3-((3aR,5s,6aS)-5-(6-methyl-3-(1-methyl-1H-pyrazol-4-yl)-1H-indazol-5-yl)hexahydrocyclopenta[c]pyrrol-2(1H)-yl)tetrahydro-2H-thiopyran 1,1-dioxide